6-hydroxy-3,5-dimethyl-3H-quinazolin-4-one OC=1C(=C2C(N(C=NC2=CC1)C)=O)C